1-methyl-4-(trifluoromethyl)-2-(4-((trimethylstannyl)methyl)phenyl)-1H-imidazole CN1C(=NC(=C1)C(F)(F)F)C1=CC=C(C=C1)C[Sn](C)(C)C